1-((3,3-difluoro-1-methylcyclopentyl)methyl)-3-(1,1-difluoroethyl)-4-methyl-N-(2-sulfamoylpyridin-4-yl)-1H-pyrazole-5-carboxamide FC1(CC(CC1)(C)CN1N=C(C(=C1C(=O)NC1=CC(=NC=C1)S(N)(=O)=O)C)C(C)(F)F)F